fluoro-3-pyridineboronic acid FC1=NC=CC=C1B(O)O